sodium dichlorophenoxyacetate ClC(C(=O)[O-])(OC1=CC=CC=C1)Cl.[Na+]